5-bromo-2-((2-ethyl-1H-imidazol-1-yl)methyl)benzonitrile BrC=1C=CC(=C(C#N)C1)CN1C(=NC=C1)CC